ethyl 4-[8-(3,5-difluoropyridin-4-yl)-3-hydroxyquinolin-2-yl]-4-oxobutanoate FC=1C=NC=C(C1C=1C=CC=C2C=C(C(=NC12)C(CCC(=O)OCC)=O)O)F